(4-methoxybenzyl)-5-methyl-4-nitro-1H-pyrazole-3-carboxylic acid ethyl ester C(C)OC(=O)C1=NN(C(=C1[N+](=O)[O-])C)CC1=CC=C(C=C1)OC